C(C)OC(=O)C1(CSCC1O)N1C2=NC=NC(=C2N=C1)SC(C)C (±)-Ethyl-4-hydroxy-3-(6-(isopropylthio)-9H-purin-9-yl)tetrahydrothiophene-3-carboxylate